(4-bromophenyl)diphenylsulfonium trifluoromethanesulfonic acid salt FC(S(=O)(=O)[O-])(F)F.BrC1=CC=C(C=C1)[S+](C1=CC=CC=C1)C1=CC=CC=C1